(S)-1-(4-(5-(7,8-dimethyl-[1,2,4]triazolo[1,5-a]pyridin-6-yl)-6-isopropyl-4H-pyrrolo[3,2-d]thiazol-2-yl)-3-methylpiperazin-1-yl)-2-(dimethylamino)ethan-1-one CC1=C(C=2N(C=C1C1=C(C=3N=C(SC3N1)N1[C@H](CN(CC1)C(CN(C)C)=O)C)C(C)C)N=CN2)C